FC=1C=C(C=C(C1)NS(=O)(=O)C)NC(=O)C=1SC=C(C1)C1=NC=CC=C1C N-(3-fluoro-5-(methylsulfonamido)phenyl)-4-(3-methylpyridin-2-yl)thiophene-2-carboxamide